ClC=1C=CC(=C(C#N)C1)N1CCC2(CC1)C=1C=CC(=NC1CN(C2)C[C@@H]2NCCC2)C2=C(C=CC=C2)OCC 5-chloro-2-[2-(2-ethoxyphenyl)-7-[[(2R)-pyrrolidin-2-yl]methyl]spiro[6,8-dihydro-1,7-naphthyridine-5,4'-piperidine]-1'-yl]benzonitrile